(R)-5-bromo-3-(2-(2-ethoxy-2-oxoethyl)phenoxy)-2,3-dihydrospiro[indene-1,4'-piperidine] BrC=1C=C2[C@@H](CC3(CCNCC3)C2=CC1)OC1=C(C=CC=C1)CC(=O)OCC